The molecule is a pentacyclic triterpenoid that is oleanane which has been substituted by hydroxy groups at the 3beta and 16beta positions, dehydrogenated to introduce a double bond at the 12-13 position, and in which the methyl substituent at position 17 has undergone oxidation to give the corresponding carboxylic acid. Found in the cactus Myrtillocactus cochal. It has a role as a plant metabolite. It is a pentacyclic triterpenoid, a monocarboxylic acid, a secondary alcohol and a hydroxy carboxylic acid. It is a conjugate acid of a cochalate. It derives from a hydride of an oleanane. C[C@]12CC[C@@H](C([C@@H]1CC[C@@]3([C@@H]2CC=C4[C@]3(C[C@@H]([C@@]5([C@H]4CC(CC5)(C)C)C(=O)O)O)C)C)(C)C)O